pyrazolo[1,5-a][1,3,5]triazine-7-carbonitrile N=1C=2N(C=NC1)N=C(C2)C#N